C(C)N(C1=CC=C(C=C1)C1(OC(=O)C2=CC(=CC=C12)C1=CC2=C(N=NS2)S1)C1=CC=C(C=C1)N(CC)CC)CC [3,3-bis(4-diethylaminophenyl)phthalide-6-yl]Thienothiadiazole